6-bromo-1-cyclopropyl-5-nitro-benzimidazole BrC=1C(=CC2=C(N(C=N2)C2CC2)C1)[N+](=O)[O-]